3,6,9,12,15-pentaazaeicosane-1,20-dioic acid C(CNCCNCCNCCNCCNCCCCC(=O)O)(=O)O